CN(CC(=O)N1CCC2=CC=C(C=C12)[N+](=O)[O-])C 2-(dimethylamino)-1-(6-nitroindolin-1-yl)ethanone